ClC1=CC=C(C(=O)NC(C)C=2C=C3CC(CN(C3=CC2)C(C2=CC(=CC=C2)Cl)=O)F)C=C1 4-Chloro-N-(1-(1-(3-chlorobenzoyl)-3-fluoro-1,2,3,4-tetrahydrochinolin-6-yl)ethyl)benzamid